BrC#CC1=CC=C(C=C1)C(F)(F)F 1-(bromoethynyl)-4-trifluoromethylbenzene